F[C@H]1C[C@@H](N(C1)[C@H]1CN(CC1)C)C(=O)NC=1C=CC=C2C(=CNC12)C1=NC(=NC=C1)NC=1C(=NN(C1)C)OC (2R,3'R,4S)-4-fluoro-N-(3-(2-((3-methoxy-1-methyl-1H-pyrazol-4-yl)amino)pyrimidin-4-yl)-1H-indol-7-yl)-1'-methyl-[1,3'-bipyrrolidine]-2-carboxamide